3-phenyl-N-(o-tolyl)-2-(2,2,2-trifluoroacetamido)propanamide C1(=CC=CC=C1)CC(C(=O)NC1=C(C=CC=C1)C)NC(C(F)(F)F)=O